C(C)NC=1C=C(C=C(C1)C(F)(F)F)[C@@H](C)NC1=NC(=NC2=CC(=C(C=C12)OC)C(=O)N1CCOCC1)C (R)-(4-((1-(3-(ethylamino)-5-(trifluoromethyl)phenyl)ethyl)amino)-6-methoxy-2-methylquinazoline-7-yl)(morpholino)methanone